2-(5-(3,5-dichlorophenyl)thiophen-2-yl)-N-morpholinoacetamide ClC=1C=C(C=C(C1)Cl)C1=CC=C(S1)CC(=O)NN1CCOCC1